4-methyloxazol CC=1N=COC1